C(C)OC(=O)C1CNCC1 3-pyrrolidinecarboxylic acid ethyl ester